N-[(4-{[(3R)-1-(cyanomethyl)pyrrolidin-3-yl]amino}-3-nitrophenyl)sulfonyl]-2-(1H-pyrrolo[2,3-b]pyridin-5-yloxy)benzamide C(#N)CN1C[C@@H](CC1)NC1=C(C=C(C=C1)S(=O)(=O)NC(C1=C(C=CC=C1)OC=1C=C2C(=NC1)NC=C2)=O)[N+](=O)[O-]